1-Nonyl-3-propylpiperidinium triflat [O-]S(=O)(=O)C(F)(F)F.C(CCCCCCCC)[NH+]1CC(CCC1)CCC